6-propan-2-yl-5H-pyrrolo[4,3-e]pyrimidin-7-one CC(C)N1C(C2=C(C=NC=N2)C1)=O